(1R,2S,5S)-(S)-N-((S)-1-cyano-2-((S)-2-oxopiperidin-3-yl)ethyl)-3-((S)-3,3-dimethyl-2-(2,2,2-trifluoroacetamido)butanoyl)-6,6-dimethyl-3-azabicyclo[3.1.0]hexane-2-carboxamide C(#N)[C@H](C[C@H]1C(NCCC1)=O)NC(=O)[C@@H]1[C@H]2C([C@H]2CN1C([C@H](C(C)(C)C)NC(C(F)(F)F)=O)=O)(C)C